C(C)(C)(C)OC(=O)N1[C@H]2[C@H]([C@@H](C1)C2)N2C(=CC=1C(=NC=3C(=C(C(=CC3C12)CCC#N)Br)F)S(=O)(=O)C)C (1R,4R,5S)-5-(7-bromo-8-(2-cyanoethyl)-6-fluoro-2-methyl-4-(methylsulfonyl)-1H-pyrrolo[3,2-c]quinolin-1-yl)-2-azabicyclo[2.1.1]hexane-2-carboxylic acid tert-butyl ester